[Si](C)(C)(C(C)(C)C)OCC(C)C=1C(=CN=NC1C(=C)OCC)C1=CC(=NN1)C12CC(C1)(C2)C(=O)OC methyl 3-{5-[5-{1-[(tert-butyldimethylsilyl)oxy]propan-2-yl}-6-(1-ethoxyvinyl)pyridazin-4-yl]-1H-pyrazol-3-yl}bicyclo[1.1.1]pentane-1-carboxylate